ethyl 2-(4-(2-(6-((1,4-dioxan-2-yl)methoxy)-4-hydroxy-3-methylpyridin-2-yl)ethyl) phenoxy)acetate O1C(COCC1)COC1=CC(=C(C(=N1)CCC1=CC=C(OCC(=O)OCC)C=C1)C)O